r-ribose O=C[C@H](O)[C@H](O)[C@H](O)CO